2-(2-nitropyridin-4-yl)ethanamine [N+](=O)([O-])C1=NC=CC(=C1)CCN